methyl 4-bromo-2-(2-hydroxyethyl)-1H-benzo[d]imidazole-7-carboxylate BrC1=CC=C(C=2NC(=NC21)CCO)C(=O)OC